CN(CCCN(CCC(=O)OCCCCCCCC(C)C)CCC(=O)OCCCCCCCC(C)C)CCCN(CCC(=O)OCCCCCCCC(C)C)CCC(=O)OCCCCCCCC(C)C tetrakis(8-methylnonyl) 3,3',3'',3'''-(((methyl azanediyl) bis(propane-3,1-diyl))bis(azanetriyl))tetrapropionate